CN(C1=CC=C(CCNC(C2=C(C=CC(=C2)F)C(=O)N2CCC(CC2)OC2=NC=C(C=C2)N(C)C)=O)C=C1)C N-(4-(dimethylamino)phenethyl)-2-(4-((5-(dimethylamino)pyridin-2-yl)oxy)piperidine-1-carbonyl)-5-fluorobenzamide